The molecule is an unsaturated fatty acyl-CoA that results from the formal condensation of the thiol group of coenzyme A with the carboxy group of (2E,17Z,20Z,23Z,26Z)-dotriacontapentaenoic acid. It is an unsaturated fatty acyl-CoA and an ultra-long-chain fatty acyl-CoA. It is a conjugate acid of a (2E,17Z,20Z,23Z,26Z)-dotriacontapentaenoyl-CoA(4-). CCCCC/C=C\\C/C=C\\C/C=C\\C/C=C\\CCCCCCCCCCCCC/C=C/C(=O)SCCNC(=O)CCNC(=O)[C@@H](C(C)(C)COP(=O)(O)OP(=O)(O)OC[C@@H]1[C@H]([C@H]([C@@H](O1)N2C=NC3=C(N=CN=C32)N)O)OP(=O)(O)O)O